1-(pyridazin-3-ylmethyl)benzene-1,2-diamine hydrochloride Cl.N1=NC(=CC=C1)CC1(C(C=CC=C1)N)N